C1(CC1)C1=C2NC(C(NC2=C(C=C1)F)=O)C 5-cyclopropyl-8-fluoro-3-methyl-1,2,3,4-tetrahydroquinoxalin-2-one